[1-(fluoromethyl)cyclopropyl]-1-(3-methoxypropyl)-3-(3-methyl-1,2,4-thiadiazol-5-yl)-2-oxo-benzimidazole-5-sulfonamide FCC1(CC1)C1=C(C=CC=2N(C(N(C21)C2=NC(=NS2)C)=O)CCCOC)S(=O)(=O)N